(R and S)-4,4-difluoro-1-(5-(2-hydroxy-4-(trifluoromethyl)phenyl)pyrido[2,3-d]pyridazin-8-yl)pyrrolidin-3-ol FC1([C@@H](CN(C1)C=1N=NC(=C2C1N=CC=C2)C2=C(C=C(C=C2)C(F)(F)F)O)O)F |r|